FC(C(=O)NNC(=O)C=1C=CC(=NC1)CN(S(=O)(=O)CC)C1=CC(=C(C=C1)F)F)F N-((5-(2-(2,2-difluoroacetyl)hydrazine-1-carbonyl)pyridin-2-yl)methyl)-N-(3,4-difluorophenyl)ethanesulfonamide